1-(4-(4-AMINO-1-(BUT-3-YN-1-YL)-1H-PYRAZOLO[3,4-D]PYRIMIDIN-3-YL)-2-FLUOROPHENYL)-3-(4-((1-ETHYLPIPERIDIN-4-YL)OXY)-3-(TRIFLUOROMETHYL)PHENYL)UREA NC1=C2C(=NC=N1)N(N=C2C2=CC(=C(C=C2)NC(=O)NC2=CC(=C(C=C2)OC2CCN(CC2)CC)C(F)(F)F)F)CCC#C